α-Fucopyranosyl-(1→2)-β-D-galactopyranosyl-(1→4)-α-D-glucopyranosyl fluoride [C@@H]1([C@@H](O)[C@H](O)[C@H](O)[C@@H](O1)C)O[C@H]1[C@@H](O[C@@H]([C@@H]([C@@H]1O)O)CO)O[C@H]1[C@@H]([C@H]([C@H](O[C@@H]1CO)F)O)O